ClC=1N=C(SC1)N chloro-thiazol-2-amine